(1R,2S,5S)-3-((S)-3,3-Dimethyl-2-((4-(trifluoromethyl)pyrimidin-2-yl)amino)butanoyl)-6,6-dimethyl-3-azabicyclo[3.1.0]hexane-2-carboxylic acid CC([C@@H](C(=O)N1[C@@H]([C@H]2C([C@H]2C1)(C)C)C(=O)O)NC1=NC=CC(=N1)C(F)(F)F)(C)C